COC([C@@H](CCCC1=CC=C(C=C1)OCCOCCOCC)OS(=O)(=O)C(F)(F)F)=O (2R)-5-{4-[2-(2-ethoxyethoxy)ethoxy]phenyl}-2-[(trifluoromethanesulfonyl)oxy]pentanoic acid methyl ester